C1(CC1)C=1C=C(N=NC1C1=C(C=C(C=C1)C#C)O)NC(COC)=O N-(5-cyclopropyl-6-(4-ethynyl-2-hydroxyphenyl)pyridazin-3-yl)-2-methoxyacetamide